1-(4-bromophenyl)-4-(2-naphthyl)naphthalene ethyl-2-(3-fluoro-2-methoxy-5-(tetrahydro-2H-pyran-2-yl)phenyl)acetate C(C)OC(CC1=C(C(=CC(=C1)C1OCCCC1)F)OC)=O.BrC1=CC=C(C=C1)C1=CC=C(C2=CC=CC=C12)C1=CC2=CC=CC=C2C=C1